2-(4-(3-(1-(5-chloropyrimidin-2-yl)piperidin-4-yl)propoxy)-2-fluorophenyl)-1-(3-(2-((2,3-dihydroxy-2-(hydroxymethyl)propyl)amino)ethyl)-azetidin-1-yl)ethan-1-one ClC=1C=NC(=NC1)N1CCC(CC1)CCCOC1=CC(=C(C=C1)CC(=O)N1CC(C1)CCNCC(CO)(CO)O)F